2-(4-bromo-2,6-dichloro-phenyl)acetonitrile BrC1=CC(=C(C(=C1)Cl)CC#N)Cl